CC1NC2=C(C=C(C=C2NC1=O)C(=O)OC)C1=CC=NN1C methyl 2-methyl-8-(1-methyl-1H-pyrazol-5-yl)-3-oxo-1,2,3,4-tetrahydroquinoxaline-6-carboxylate